D-isoleucyl phosphoramidate P(OC([C@H](N)[C@H](C)CC)=O)([O-])(=O)N